4-(4-ethynylpiperidin-1-yl)-2-(2,2,2-trifluoro-N-(tetrahydro-2H-pyran-4-yl)acetamido)benzoic acid C(#C)C1CCN(CC1)C1=CC(=C(C(=O)O)C=C1)N(C(C(F)(F)F)=O)C1CCOCC1